(2S,3S,4R,5R)-2-((R)-5,6-difluoroisochroman-1-yl)-5-(4-methyl-7H-pyrrolo[2,3-d]pyrimidin-7-yl)tetrahydrofuran-3,4-diol FC1=C2CCO[C@H](C2=CC=C1F)[C@H]1O[C@H]([C@@H]([C@@H]1O)O)N1C=CC2=C1N=CN=C2C